C(C)(C)(C)OC(=O)N1C(CCC1)C=1C=C(C=C2C=CN=CC12)C=1C=C2C(=NC1)NC=C2C(F)(F)F 2-(6-(3-trifluoromethyl-1H-pyrrolo[2,3-b]pyridin-5-yl)isoquinolin-8-yl)pyrrolidine-1-carboxylic acid tert-butyl ester